N1=CC=CC2=CN=CC=C12 6-azaquinoline